N-(2-chloro-4-{[7-methyl-8-(4-methylpiperazin-1-yl)-5-oxo-1,5-dihydro-2H-chromeno[3,4-c]pyridin-3(4H)-yl]carbonyl}phenyl)methanesulfonamide ClC1=C(C=CC(=C1)C(=O)N1CC2=C(CC1)C=1C=CC(=C(C1OC2=O)C)N2CCN(CC2)C)NS(=O)(=O)C